C(#N)C=1C=C(C=CC1)CCC(=O)NC=1C=CC2=C(C(=C(O2)C(=O)O)C)C1 5-(3-(3-Cyanophenyl)propionamido)-3-methylbenzofuran-2-carboxylic acid